CC(CCCCCCCCCCC)C=1NC=C[N+]1C 1-methyl-dodecyl-3-methylimidazolium